3-[(R)-hydroxy-[5-(N-hydroxycarbamimidoyl)-pyridin-3-yl]-(4-isopropyl-phenyl)-methyl]-3-methyl-azetidine-1-carboxylic acid tert-butyl ester C(C)(C)(C)OC(=O)N1CC(C1)(C)[C@](C1=CC=C(C=C1)C(C)C)(C=1C=NC=C(C1)C(NO)=N)O